[I-].[Nb+5].[I-].[I-].[I-].[I-] niobium(V) iodide